ClC=1C=CC(=NC1)C1(OC2=C(O1)C=CC=C2C=2CCN(CC2)C(=O)OC(C)(C)C)C tert-butyl 4-(2-(5-chloropyridin-2-yl)-2-methylbenzo[d][1,3]dioxol-4-yl)-3,6-Dihydropyridine-1(2H)-carboxylate